F[P-](F)(F)(F)(F)F.[NH+]=1N[N+](=C2N=CC=CC21)[O-] Z-1,2,3-triazolo[4,5-b]pyridinium 3-oxid hexafluorophosphate